1-(5-(1-(4-isobutylpiperazin-1-yl)ethyl)pyrazolo[1,5-a]pyridin-3-yl)dihydropyrimidine-2,4(1H,3H)-dione C(C(C)C)N1CCN(CC1)C(C)C1=CC=2N(C=C1)N=CC2N2C(NC(CC2)=O)=O